1-allyloxy-2,3-propanediol C(C=C)OCC(CO)O